C12NCCC2(C1)COC1(C=CC(=C(C1N1C(=CC=C1C)N)C)O)C 6-((2-Azabicyclo[3.1.0]hexane-5-yl)methoxy)-2-amino-1-(3-hydroxy-2,6-dimethylphenyl)-5-methyl-1H-pyrrole